FC1=CC=C(C=C1)[C@H](C1CCN(CC1)C(=O)C=1C=CC2=C(NC(CO2)=O)C1)C1=CC=C(C=C1)OC 6-[4-[(R)-(4-fluorophenyl)-(4-methoxyphenyl)methyl]piperidine-1-carbonyl]-4H-1,4-benzoxazin-3-one